(R)-6-(4-(4-fluorophenyl)-1-(2-hydroxypropyl)-1H-imidazol-5-yl)imidazo[1,2-a]pyridine-3-carboxamide FC1=CC=C(C=C1)C=1N=CN(C1C=1C=CC=2N(C1)C(=CN2)C(=O)N)C[C@@H](C)O